FC(F)(F)C=1N=C(SC1)N (trifluoromethyl)thiazol-2-amine